5-bromo-7-(trifluoromethyl)pyrazolo[1,5-a]Pyrimidine-2-carboxylic acid ethyl ester C(C)OC(=O)C1=NN2C(N=C(C=C2C(F)(F)F)Br)=C1